N-(9-((2R,3R,4R,5R)-3-fluoro-5-((heptadecylamino)methyl)-4-hydroxytetrahydrofuran-2-yl)-6-oxo-6,9-dihydro-1H-purin-2-yl)isobutyramide F[C@H]1[C@@H](O[C@@H]([C@H]1O)CNCCCCCCCCCCCCCCCCC)N1C=2N=C(NC(C2N=C1)=O)NC(C(C)C)=O